4,4'-(1,2-cyclohexanediyl)bis[phenol] C1(C(CCCC1)C1=CC=C(C=C1)O)C1=CC=C(C=C1)O